(±)-4-cyclopropyl-2-(3-(3-((4-methyl-4H-1,2,4-triazol-3-yl)methyl)oxetan-3-yl)phenyl)-6-(1-((S)-3-methylpiperidin-1-yl)ethyl)-2,3-dihydro-1H-pyrrolo[3,4-c]pyridin-1-one C1(CC1)C1=NC(=CC2=C1CN(C2=O)C2=CC(=CC=C2)C2(COC2)CC2=NN=CN2C)[C@@H](C)N2C[C@H](CCC2)C |&1:30|